N-(4-methoxyphenyl)-3-oxo-butanamide COC1=CC=C(C=C1)NC(CC(C)=O)=O